(2R)-N-(4-cyclopropylphenyl)-1-([1,3]dioxolo[4,5-c]pyridin-4-ylmethyl)piperidine-2-carboxamide C1(CC1)C1=CC=C(C=C1)NC(=O)[C@@H]1N(CCCC1)CC1=NC=CC2=C1OCO2